C(#N)C1=CN(C2=CC=C(C=C12)NC(=O)C=1N=CNC(C1)=O)CC1=CC=C(C=C1)Br N-[3-cyano-1-(4-bromobenzyl)-1H-indol-5-yl]-6-oxo-1,6-dihydropyrimidine-4-carboxamide